C1(=CC=CC=C1)C1N2C(OC13CCN(CC3)C(=O)N)CCC2 phenyltetrahydro-3'H-spiro[piperidine-4,2'-pyrrolo[2,1-b]oxazole]-1-carboxamide